[N+](=O)([O-])C=1C=C(OCCCCNC(OC(C)(C)C)=O)C=CC1 tert-butyl (4-(3-nitrophenoxy)butyl)carbamate